3-((carboxymethyl)amino)propanoic acid C(=O)(O)CNCCC(=O)O